N1(N=CN=C1)CCOC1=C(NC2=CC=CC=C2)C=CC(=C1)C 2-(2-(1H-1,2,4-triazol-1-yl)ethoxy)-4-methyl-N-phenylaniline